CN1C(C=NC2=C(C=CC=C12)C)=O 1,5-dimethyl-2(1H)-quinoxalinone